5-cyano-N-(3,5-difluorophenyl)-2-((2,2,2-trifluoroethyl)thio)benzamide C(#N)C=1C=CC(=C(C(=O)NC2=CC(=CC(=C2)F)F)C1)SCC(F)(F)F